2-(4-Cyano-2-methoxyphenoxy)-4-methyl-5-(trifluoromethyl)nicotinic acid C(#N)C1=CC(=C(OC2=C(C(=O)O)C(=C(C=N2)C(F)(F)F)C)C=C1)OC